(3R)-N-[3-(2-[[(2R)-1-hydroxypropan-2-yl]oxy]-6-(morpholin-4-yl)pyridin-4-yl)-4-methylphenyl]-3-(trifluoromethoxy)pyrrolidine-1-carboxamide OC[C@@H](C)OC1=NC(=CC(=C1)C=1C=C(C=CC1C)NC(=O)N1C[C@@H](CC1)OC(F)(F)F)N1CCOCC1